FC1=NC=CC2=C1C(C1CCC2N1)F 1,9-difluoro-6,7,8,9-tetrahydro-5H-5,8-epiminocyclohepta[c]pyridine